O=C1NC(CCC1N1C(C2=CC=C(C=C2C1=O)NCCCOC1=CC=C(C=C1)C(C)(C)C1=CC=C(C=C1)OCC=1OC=C(N1)CO)=O)=O 2-(2,6-dioxopiperidin-3-yl)-5-((3-(4-(2-(4-((4-(hydroxylmethyl)oxazol-2-yl)methoxy)phenyl)propan-2-yl)phenoxy)propyl)amino)isoindolin-1,3-dione